(E)-1-(3,4-dihydroxyphenyl)-3-(4-hydroxyphenyl)prop-2-en-1-one OC=1C=C(C=CC1O)C(\C=C\C1=CC=C(C=C1)O)=O